BrCC1=COC2=C1C=CC=C2 3-bromomethyl-benzofuran